C(CCCCCC\C=C/C)=O (Z)-8-decenal